(1-(2-(2,2,2-trifluoroethoxy)ethyl)-1H-indol-5-yl)acrylamide FC(COCCN1C=CC2=CC(=CC=C12)C(C(=O)N)=C)(F)F